N=1ON=C2C1CCCC2O 5,4,6,7-tetrahydrobenzo[c][1,2,5]oxadiazol-4-ol